Cl[Pd]Cl dichloropalladium (ii)